BrC1=C(C2=C(N=C(S2)N2C(C3=CC=CC=C3C2=O)=O)C=C1)OC 2-(6-bromo-7-methoxybenzo[d]thiazole-2-yl)isoindoline-1,3-dione